pyrrolidine-3-carboxamide dihydrochloride Cl.Cl.N1CC(CC1)C(=O)N